C(C(=O)O)(=O)O.O1CCC12CNCC2.O2CCC21CNCC1 1-oxa-6-azaspiro[3.4]octane hemioxalate